3-[5-fluoro-3-(2-methyl-1,3-thiazol-5-yl)pyridin-2-yl]-3-methoxy-5,5-dimethyl-6-oxocyclohex-1-ene-1-carbonitrile FC=1C=C(C(=NC1)C1(C=C(C(C(C1)(C)C)=O)C#N)OC)C1=CN=C(S1)C